C(C)(=O)OC[C@]1(C(C1)(F)F)CN(C)C [(1R)-1-[(dimethylamino)methyl]-2,2-difluorocyclopropyl]methyl acetate